5-chloro-4-methyl-2-(trifluoromethyl)pyridin-3-amine ClC=1C(=C(C(=NC1)C(F)(F)F)N)C